Cl.C(C)OCC(C)NC(=O)C1CNC1 N-(1-ethoxypropan-2-yl)azetidine-3-carboxamide hydrochloride